6-methyl-5-(quinolin-3-yl)-7,8-dihydro-6H-cyclopenta[4,5]pyrrolo[2,1-f][1,2,4]triazine-4,7-diamine CC1C(CC2=C1C(=C1C(=NC=NN12)N)C=1C=NC2=CC=CC=C2C1)N